sebacic acid, bis(2,2,6,6-tetramethyl-1-(octyloxy)-4-piperidinyl) ester C(CCCCCCCCC(=O)OC1CC(N(C(C1)(C)C)OCCCCCCCC)(C)C)(=O)OC1CC(N(C(C1)(C)C)OCCCCCCCC)(C)C